5-nitro-2-(1-phenylimidazo[1,5-a]pyridin-3-yl)phenol [N+](=O)([O-])C=1C=CC(=C(C1)O)C1=NC(=C2N1C=CC=C2)C2=CC=CC=C2